9,9-bis[6-(2-hydroxyethylthio)naphthalen-2-yl]thioxanthene OCCSC=1C=C2C=CC(=CC2=CC1)C1(C2=CC=CC=C2SC=2C=CC=CC12)C1=CC2=CC=C(C=C2C=C1)SCCO